ClC=1N=C(N2C1C(=CC(=C2)S(=O)(=O)NC2(CC2)C)C=2CCNCC2)C=2SC(=NN2)C(F)F 1-chloro-3-(5-(difluoromethyl)-1,3,4-thiadiazol-2-yl)-N-(1-methylcyclopropyl)-8-(1,2,3,6-tetrahydropyridin-4-yl)imidazo[1,5-a]pyridine-6-sulfonamide